(R)-3-((R)-2-(3-chlorobenzamido)-2-(3-fluoro-4-phosphonophenyl)acetamido)-2-hydroxy-3,4-dihydro-2H-benzo[e][1,2]oxaborinine-8-carboxylic acid ClC=1C=C(C(=O)N[C@@H](C(=O)N[C@@H]2B(OC3=C(C2)C=CC=C3C(=O)O)O)C3=CC(=C(C=C3)P(=O)(O)O)F)C=CC1